C[C@@]1(CN(CCC1)C1=NC=NC2=C(C=C(C=C12)F)F)O 4-((3R)-3-methyl-3-hydroxypiperidinyl)-6,8-difluoroquinazoline